5-[6-(pyrrolidin-1-yl)pyridin-3-ylsulfonylamino]-1,3-thiazole-4-carboxylic acid N1(CCCC1)C1=CC=C(C=N1)S(=O)(=O)NC1=C(N=CS1)C(=O)O